COC(=O)C1=CC=C(C=C1)C1CC2(COC2)CCN1C(=O)OC(C)(C)C tert-butyl 6-(4-(methoxycarbonyl)phenyl)-2-oxa-7-azaspiro[3.5]nonane-7-carboxylate